1-N-Boc-1,2-cyclohexanediamine C(=O)(OC(C)(C)C)NC1C(CCCC1)N